6-amino-2-(3,5-dichloro-4-((4'-fluoro-2'-oxospiro[cyclobutane-1,3'-indolin]-5'-yl)oxy)phenyl)-1,2,4-triazine-3,5(2H,4H)-dione NC=1C(NC(N(N1)C1=CC(=C(C(=C1)Cl)OC=1C(=C2C3(C(NC2=CC1)=O)CCC3)F)Cl)=O)=O